C(#N)C1=CC=CC(=N1)S(=O)(=O)NC(=O)C=1C(=NC(=CC1)C1=CC(=CC(=C1)OCC(C)C)F)OC1=C(C=C(C=C1C)C)C N-[(6-Cyano-2-pyridyl)sulfonyl]-6-(3-fluoro-5-isobutoxyphenyl)-2-(2,4,6-trimethylphenoxy)pyridin-3-carboxamid